tert-butyl 2-bromo-6,7-dihydro-4H-thiazolo[5,4-c]pyridine-5-carboxylate BrC=1SC=2CN(CCC2N1)C(=O)OC(C)(C)C